ClC=1C=C(NC2(CCC3(C(CC4=CC=CC=C34)CCCSC3=CC=NC=C3)CC2)C(=O)OC)C=CC1 methyl (1r,4r)-4-(3-chloroanilino)-2'-{3-[(pyridin-4-yl) sulfanyl] propyl}-2',3'-dihydro-spiro[cyclohexane-1,1'-indene]-4-carboxylate